FC=1C=C(C=CC1)[C@H](CNC(CC1CCC(CC1)S(=O)(=O)N)(C)C)O (1R,4r)-4-{2-[(R)-2-(m-fluorophenyl)-2-hydroxyethylamino]-2-methylpropyl}cyclohexanesulfonamide